C(CCCCCCCCCCCCCCC)OCCCCCCCCCCCCCCCC(=O)[O-] 16-hexadecanoxy-hexadecanoate